O1CCOC2=NC=C(C=C21)C=O 2H,3H-[1,4]dioxino[2,3-b]pyridine-7-carbaldehyde